S1C(=NC=C1)N thiazole-2-amine